COC1=CC=C(C=C1)C(CSC1=NN=C(N1)C1=CC=C(C=C1)C)=O 1-(4-methoxyphenyl)-2-((5-(p-tolyl)-4H-1,2,4-triazol-3-yl)thio)ethan-1-one